1-(4-Methoxyphenyl)non-8-en-3-one (2-((((9H-fluoren-9-yl)methoxy)carbonyl)amino)acetamido)-methyl-acetate C1=CC=CC=2C3=CC=CC=C3C(C12)COC(=O)NCC(=O)NC(C(=O)O)C.COC1=CC=C(C=C1)CCC(CCCCC=C)=O